ClC1=C(C=CC(=C1)OC1=NC=NC2=CC(=C(C=C12)OC)OCCCN1CCCC1)NC(=O)NC1=CC=C(C=C1)F 1-(2-chloro-4-((6-methoxy-7-(3-(pyrrolidin-1-yl)propoxy)quinazolin-4-yl)oxy)phenyl)-3-(4-fluorophenyl)urea